4-chloro-7-(3-methylpyrazol-1-yl)-1-{[2-(trimethylsilyl)ethoxy]methyl}indazole ClC1=C2C=NN(C2=C(C=C1)N1N=C(C=C1)C)COCC[Si](C)(C)C